3-(2-(5-benzylidene-3-(2,4-dimethylphenyl)-4-oxothiazolidine-2-ylidene)hydrazono)-5-methyl-1H-indol-2-one C(C1=CC=CC=C1)=C1C(N(C(S1)=NN=C1C(NC2=CC=C(C=C12)C)=O)C1=C(C=C(C=C1)C)C)=O